N[C@H](CC1=C(C=2N=C(N=C(C2S1)NCC=1OC=CC1)C(F)(F)F)C)C 6-[(2S)-2-aminopropyl]-N-[(furan-2-yl)methyl]-7-methyl-2-(trifluoromethyl)thieno[3,2-d]pyrimidin-4-amine